(S)-N-(1-acetylpyrrolidin-3-yl)-4-(5-((2-chlorophenyl)amino)-6-fluoro-1H-indazol-1-yl)thiophene-2-carboxamide C(C)(=O)N1C[C@H](CC1)NC(=O)C=1SC=C(C1)N1N=CC2=CC(=C(C=C12)F)NC1=C(C=CC=C1)Cl